4-(5-(4-(4-ethyl-2-oxoindol-1-yl)phenyl)pyridin-3-yl)-7-methyl-8,9-dihydropyrido[3',2':4,5]pyrrolo[1,2-a]pyrazin-6(7H)-one C(C)C1=C2CC(N(C2=CC=C1)C1=CC=C(C=C1)C=1C=C(C=NC1)C1=CC=NC2=C1C=C1N2CCN(C1=O)C)=O